C1(CCCCCC1)C=1N=C(C2=C(C=NNC2=O)N1)NC1=CC=C(CN2CCCCC2)C=C1 1-(4-((2-Cycloheptyl-5-oxo-5,6-dihydropyrimido[4,5-d]pyridazin-4-yl)amino)benzyl)piperidin